C1(=CC=C(C=C1)C1=NC(=NC(=C1)C1=CC=CC=C1)C1=C(C=CC=C1)C1=C2C=3C=CC(=CC3C3(C2=CC=C1)CCCCC3)C#N)C3=CC=CC=C3 5'-(2-(4-([1,1'-biphenyl]-4-yl)-6-phenylpyrimidin-2-yl)phenyl)spiro[cyclohexane-1,9'-fluorene]-2'-carbonitrile